NC=1C=C(C=C(C1)C(F)(F)F)[C@@H](C)NC1=NC(=NC2=CC(=C(C=C12)OC)OC)C1CC1 (R)-N-(1-(3-amino-5-(trifluoromethyl)phenyl)ethyl)-2-cyclopropyl-6,7-dimethoxyquinazolin-4-amine